(R)-N-(4-((4-methylpiperazin-1-yl)methyl)-3-(trifluoromethyl)phenyl)-1-(3-(pyridin-2-yl)imidazo[1,2-b]pyridazin-6-yl)pyrrolidine-3-carboxamide CN1CCN(CC1)CC1=C(C=C(C=C1)NC(=O)[C@H]1CN(CC1)C=1C=CC=2N(N1)C(=CN2)C2=NC=CC=C2)C(F)(F)F